2-(8-fluoro-2-methylimidazo[1,2-a]pyridin-6-yl)-6-(piperidin-4-yl)-1,6-naphthyridin-5(6H)-one FC=1C=2N(C=C(C1)C1=NC=3C=CN(C(C3C=C1)=O)C1CCNCC1)C=C(N2)C